7,8-dihydronaphthalene C1=CC=CC=2C=CCCC12